monobutyltin maleate salt C(\C=C/C(=O)[O-])(=O)[O-].C(CCC)[Sn+3].C(\C=C/C(=O)[O-])(=O)[O-].C(\C=C/C(=O)[O-])(=O)[O-].C(CCC)[Sn+3]